BrCC1=C(C#N)C=C(C=C1)Cl 2-(bromomethyl)-5-chlorobenzonitrile